FC1C(C1)C(=O)N 2-fluorocyclopropane-1-amide